2-(tert-butoxycarbonylamino)-2-methylpropyl 3,6-dichloro-2-methoxybenzoate ClC=1C(=C(C(=O)OCC(C)(C)NC(=O)OC(C)(C)C)C(=CC1)Cl)OC